C12OCC3C1CCC3C2 hexahydro-1H-1,4-methanocyclopenta[c]furan